N=1C=NN2C1C=CC(=C2)CN(C(C(=O)NC=2C1=C(C(=NC2)N)COC1)=O)C(C)C1=NC=CC=C1F N1-([1,2,4]triazolo[1,5-a]pyridin-6-ylmethyl)-N2-(4-amino-1,3-dihydrofuro[3,4-c]pyridin-7-yl)-N1-(1-(3-fluoropyridin-2-yl)ethyl)oxalamide